FC1(CC(C1)N1CCC(CC1)OC1=C(C=2C(NC=3N(C2C=N1)N=C(C3)C)=O)C#N)F 7-((1-(3,3-Difluorocyclobutyl)piperidin-4-yl)oxy)-2-methyl-5-oxo-4,5-dihydropyrazolo[1,5-a]pyrido[4,3-e]pyrimidine-6-carbonitrile